3β-arachidylamido-7α,12α-dihydroxy-5β-cholan-24-oic acid lysine salt N[C@@H](CCCCN)C(=O)O.C(CCCCCCCCCCCCCCCCCCC)(=O)N[C@@H]1C[C@H]2C[C@H]([C@H]3[C@@H]4CC[C@H]([C@@H](CCC(=O)O)C)[C@]4([C@H](C[C@@H]3[C@]2(CC1)C)O)C)O